C(C=C)(=O)O.C(C=C)(=O)OCCC(=O)O 2-carboxyethyl acrylate acrylate